C[Si](O[SiH2]O[Si](C)(C)C)(C)C hexamethyltrisiloxan